benzyl (2S)-3-methyl-2-[2-(methylamino)ethylamino]butanoate CC([C@@H](C(=O)OCC1=CC=CC=C1)NCCNC)C